C1(CC1)S(=O)(=O)N1N=CC(=C1)C1=NC=CC(=N1)NC1=NC=C(C(=C1)NC1CCC(CC1)(O)C)C#CCN1CCOCC1 (1s,4s)-4-((2-((2-(1-(Cyclopropylsulfonyl)-1H-pyrazol-4-yl)pyrimidin-4-yl)amino)-5-(3-morpholinoprop-1-yn-1-yl)pyridin-4-yl)amino)-1-methylcyclohexan-1-ol